5-[4-[2-[tert-butyl(dimethyl)silyl]oxyethyl]piperazin-1-yl]-N-[(1R)-1-[4-methoxy-3-(1-methylpyrazol-4-yl)phenyl]ethyl]-2-methyl-benzamide [Si](C)(C)(C(C)(C)C)OCCN1CCN(CC1)C=1C=CC(=C(C(=O)N[C@H](C)C2=CC(=C(C=C2)OC)C=2C=NN(C2)C)C1)C